ethyl 5-Amino-1-(2,4-dichlorophenyl)-1H-pyrazole-3-carboxylate NC1=CC(=NN1C1=C(C=C(C=C1)Cl)Cl)C(=O)OCC